[N+](=O)([O-])NC(O)=N nitro-isourea